N-ethoxy(2-methyl)pyridinium hexafluorophosphate F[P-](F)(F)(F)(F)F.C(C)O[N+]1=C(C=CC=C1)C